γ-tris(trimethylsiloxy)silylpropyl isocyanate C[Si](O[Si](CCCN=C=O)(O[Si](C)(C)C)O[Si](C)(C)C)(C)C